FC=1C=C(C=C(C1)F)[C@H]1N(OCC1)C(=O)[C@@H]1CC[C@H](CC1)CC1=CC(=CC(=C1)N1C(=NC=C1)C)F trans-[(3S)-3-(3,5-difluorophenyl)isoxazolidin-2-yl]-[4-[[3-fluoro-5-(2-methylimidazol-1-yl)phenyl]methyl]cyclohexyl]methanone